C(=C)OCCOCCOCCOC=C triethylenglycol divinyl ether